4-(3-(2-bromoacetyl)-2,5-dimethyl-4-(trifluoromethyl)-1H-pyrrol-1-yl)benzonitrile BrCC(=O)C1=C(N(C(=C1C(F)(F)F)C)C1=CC=C(C#N)C=C1)C